trans-N-methyl-4-(methyl-7H-pyrrolo[2,3-d]pyrimidin-4-ylamino)cyclohexyl-methanesulfonamide maleate C(\C=C/C(=O)O)(=O)O.CNS(=O)(=O)C[C@@H]1CC[C@H](CC1)N(C=1C2=C(N=CN1)NC=C2)C